ClC=1C=C(C(=O)O)C=CC1C1=C2C=C(NC2=CC=C1)C(NC)=O 3-chloro-4-(2-(methylcarbamoyl)-1H-indol-4-yl)benzoic acid